(R)-pantothenate C(CCNC([C@H](O)C(C)(C)CO)=O)(=O)[O-]